5-amino-1-cyclohexyl-3-[4-[[(2-methoxybenzoyl)amino]methyl]phenyl]pyrazole-4-carboxamide NC1=C(C(=NN1C1CCCCC1)C1=CC=C(C=C1)CNC(C1=C(C=CC=C1)OC)=O)C(=O)N